[N+](=[N-])=CC(CC[C@@H](C(=O)OC(C)C)NC([C@H](CC1=CC=C(C=C1)F)OCC)=O)=O isopropyl (S)-6-diazo-2-((S)-2-ethoxy-3-(4-fluorophenyl)propanamido)-5-oxohexanoate